C(C)N1C=NC2=C1C=CC(=C2)C#CC2=NN(C(=C2C(=O)N)NC)[C@@H]2CN([C@H](C2)COC)C(C=C)=O 3-[2-(1-ethyl-1,3-benzodiazol-5-yl)ethynyl]-1-[(3S,5R)-5-(methoxymethyl)-1-(prop-2-enoyl)pyrrolidin-3-yl]-5-(methylamino)pyrazole-4-carboxamide